7-((5-(4-hydroxypiperidin-1-yl)pyridin-2-yl)amino)-1-oxo-4-(pyrrolo[1,2-b]pyridazin-4-yl)-1,3-dihydro-2H-pyrrolo[3,4-c]pyridine-2-carboxylic acid tert-butyl ester C(C)(C)(C)OC(=O)N1CC=2C(=NC=C(C2C1=O)NC1=NC=C(C=C1)N1CCC(CC1)O)C=1C=2N(N=CC1)C=CC2